3-(4-(5-((6-(3,5-dichlorophenyl)-4-((4-(2-(ethylamino)-2-oxoethyl)piperidin-1-yl)methyl)pyridin-2-yl)oxy)pyrimidin-2-yl)piperazin-1-yl)propanoic acid ClC=1C=C(C=C(C1)Cl)C1=CC(=CC(=N1)OC=1C=NC(=NC1)N1CCN(CC1)CCC(=O)O)CN1CCC(CC1)CC(=O)NCC